CC(=CC=CC)C dimethyl-2-penteneN